COC=1C=C(\C=C/2\C(C3=CC=CN3C2)=O)C=C(C1OC)OC (e)-2-(3,4,5-trimethoxybenzylidene)-2,3-dihydropyrrolizin-1-one